(6S,9S,12S)-methyl 9-(cyclopropylmethyl)-12-(((R)-5,5-dimethyl-2-oxopyrrolidin-3-yl)methyl)-2,2-dimethyl-6-(naphthalen-1-ylmethyl)-4,7,10-trioxo-3-oxa-5,8,11-triazatridecan-13-oate C1(CC1)C[C@H](NC([C@@H](NC(OC(C)(C)C)=O)CC1=CC=CC2=CC=CC=C12)=O)C(N[C@H](C(=O)OC)C[C@H]1C(NC(C1)(C)C)=O)=O